C(C)OC(C=1C(O)=CC=CC1)=O Salicylic acid ethyl ester